6-hydroxy-1-methyl-3-oxo-2-(2-oxo-2-thiomorpholinoethyl)-3,8,9,10-tetrahydropyrano[3,2-f]chromene-5-carbaldehyde OC1=C(C2=C(C=3CCCOC13)C(=C(C(O2)=O)CC(N2CCSCC2)=O)C)C=O